[Na+].C(CCCCCCCCCCC)(=O)[O-] Dodecanoic acid sodium salt